C(=O)O.N12C[C@H](C(CC1)CC2)NC(=O)C=2C1=C(N3CCCC23)C=CC=C1 N-[(3S)-1-azabicyclo[2.2.2]octan-3-yl]-1H,2H,3H-benzo[b]pyrrolizine-9-carboxamide formate